N-(2,4-Difluorobenzyl)-9-hydroxy-2-(4-hydroxybutyl)-1,8-dioxo-1,3,4,8-tetrahydro-2H-pyrido[1,2-a]pyrazine-7-carboxamide FC1=C(CNC(=O)C=2C(C(=C3N(CCN(C3=O)CCCCO)C2)O)=O)C=CC(=C1)F